FC(C=1C=C(C=C(C1)C(F)(F)F)C(C(=O)N(C)C=1C(=C2C(=NC1)N(N=C2)C(COC)=O)C2=C(C=C(C=C2)F)C)(C)C)(F)F 2-(3,5-bis-trifluoromethyl-phenyl)-N-[4-(4-fluoro-2-methyl-phenyl)-1-(2-methoxy-acetyl)-1H-pyrazolo[3,4-b]-pyridin-5-yl]-N-methyl-isobutyramide